Methyl 3-(((2,4-dichloropyrimidin-5-yl)methyl)amino)-4-methylbenzoate ClC1=NC=C(C(=N1)Cl)CNC=1C=C(C(=O)OC)C=CC1C